9-(5-bromo-2-carboxyphenyl)-6-(diethylamino)-3H-anthracene BrC=1C=CC(=C(C1)C1=C2C=CC(=CC2=CC2=CCCC=C12)N(CC)CC)C(=O)O